C(C)(C)(C)OC(=O)N(CCCC1=C(C=CC(=C1F)F)NC1=C(C(=O)OC)C=C(C(=C1)C(F)(F)F)F)CC1=NC(=CC=C1N1C(C2=CC=CC=C2C1=O)=O)OC methyl 2-((2-(3-((tert-butoxycarbonyl)((3-(1,3-dioxoisoindolin-2-yl)-6-methoxy-pyridin-2-yl)methyl)amino)propyl)-3,4-difluorophenyl)amino)-5-fluoro-4-(trifluoromethyl)-benzoate